4-(1,3-diaminopropane-2-yl)phenol NCC(CN)C1=CC=C(C=C1)O